NC1=C(C=CC(=C1)OCC1=CC=CC=C1)C(=O)C1=CC=C(C=C1)F (2-amino-4-benzyloxy-phenyl)-(4-fluorophenyl)methanone